(R)-1-(2,6-dimethylpyridin-4-yl)-3-(isoquinolin-4-yl)-2-oxoimidazoline-4-carbonitrile CC1=NC(=CC(=C1)N1C(N([C@H](C1)C#N)C1=CN=CC2=CC=CC=C12)=O)C